(R)-3-(1-Acetylpiperidin-4-yl)-5-((1-(3-(1,1-difluoro-2-hydroxyethyl)-2-fluorophenyl)ethyl)amino)-7-methyl-3,4-dihydropyrimido[4,5-d]pyrimidin-2(1H)-one C(C)(=O)N1CCC(CC1)N1C(NC2=NC(=NC(=C2C1)N[C@H](C)C1=C(C(=CC=C1)C(CO)(F)F)F)C)=O